hydroxymethyl-thioether bis(2-mercaptoacetate) SCC(=O)O.SCC(=O)O.OCSCO